8-(2-(Dimethylamino)ethyl)-4-morpholino-N-(3-phenyl-1H-pyrazol-5-yl)pyrido[3',2':4,5]furo[3,2-d]pyrimidin-2-amine CN(CCC1=CC2=C(OC3=C2N=C(N=C3N3CCOCC3)NC3=CC(=NN3)C3=CC=CC=C3)N=C1)C